N(=[N+]=[N-])CCOCCOCCOCCNC(=O)C(CNC(C1=CC(=NC(=C1)CBr)CBr)=O)CNC(C1=CC(=NC(=C1)CBr)CBr)=O N,N'-(2-((2-(2-(2-(2-azidoethoxy)ethoxy)ethoxy)ethyl)-carbamoyl)propane-1,3-diyl)bis(2,6-bis(bromomethyl)isonicotinamide)